8-methyl-2-([(2R)-oxetan-2-yl]methyl)-4,5-dihydro-2H-furo[2,3-g]indazole-7-carboxylic acid CC1=C(OC=2CCC3=CN(N=C3C21)C[C@@H]2OCC2)C(=O)O